3,3-dimethylpentyl ((((2R,3S,4R,5R)-5-(4-aminopyrrolo[2,1-f][1,2,4]triazin-7-yl)-5-cyano-3,4-dihydroxytetrahydrofuran-2-yl)methoxy)(4-(tert-butyl)phenoxy)phosphoryl)-L-alaninate NC1=NC=NN2C1=CC=C2[C@]2([C@@H]([C@@H]([C@H](O2)COP(=O)(OC2=CC=C(C=C2)C(C)(C)C)N[C@@H](C)C(=O)OCCC(CC)(C)C)O)O)C#N